N-Fmoc-O-benzyltyrosine C(=O)(OCC1C2=CC=CC=C2C2=CC=CC=C12)N[C@@H](CC1=CC=C(C=C1)OCC1=CC=CC=C1)C(=O)O